ClC=1C=C(COC=2C=C(C=CC2)C2=NC=C(C=N2)COC=2C=CC(=C(C(=O)O)C2)NC(=O)C2CC(C2)(F)F)C=CC1 5-((2-(3-((3-Chlorobenzyl)oxy)phenyl)pyrimidin-5-yl)methoxy)-2-(3,3-difluorocyclobutane-1-carboxamido)benzoic acid